ClC1=NC(=CC(=C1)C(C)=O)Cl 1-(2,6-dichloropyridin-4-yl)ethanone